CC1=C(OC2=C1C=CC(=C2)S(NCCC2=CC=CC=C2)(=O)=O)C(=O)O 3-methyl-6-(N-phenethylsulfamoyl)benzofuran-2-carboxylic acid